(7-(4-(trifluoromethyl)phenoxy)-2,3-dihydrobenzo[b][1,4]dioxin-5-yl)carbamic acid tert-butyl ester C(C)(C)(C)OC(NC1=CC(=CC=2OCCOC21)OC2=CC=C(C=C2)C(F)(F)F)=O